FC(C=1C(=C(C=CC1)[C@@H](C)NC=1C2=C(N=C(N1)C)OC(C(=C2C)[N+](=O)[O-])=O)F)F (R)-4-((1-(3-(difluoromethyl)-2-fluorophenyl)ethyl)amino)-2,5-dimethyl-6-nitro-7H-pyrano[2,3-d]pyrimidin-7-one